(S)-8-(Hydroxymethyl)-5-methyl-3-(tritylamino)-2,3-dihydrobenzo[b][1,4]oxazepine-4(5H)-one OCC=1C=CC2=C(OC[C@@H](C(N2C)=O)NC(C2=CC=CC=C2)(C2=CC=CC=C2)C2=CC=CC=C2)C1